(tetraphen-7-yl-d11)boronic acid C1(=C(C(=C(C=2C(=C(C3=C(C4=C(C(=C(C(=C4C(=C3C12)[2H])[2H])[2H])[2H])[2H])B(O)O)[2H])[2H])[2H])[2H])[2H])[2H]